5-((2-Aminoethyl)(methyl)amino)-2-methyl-N-(1-(naphthalen-1-yl)cyclopropyl)benzamide NCCN(C=1C=CC(=C(C(=O)NC2(CC2)C2=CC=CC3=CC=CC=C23)C1)C)C